2-(2-Aminopyrimidin-4-yl)-4-(2,4-dichlorophenyl)-1,3-thiazole-5-carboxamide NC1=NC=CC(=N1)C=1SC(=C(N1)C1=C(C=C(C=C1)Cl)Cl)C(=O)N